2-[({3-amino-5H-pyrrolo(2,3-b)pyrazin-2-yl}formamido)methyl]-3-benzyl-1-ethyl-6-(trifluoromethyl)-1H-1,3-benzodiazol-3-ium NC1=C(N=C2C(=N1)NC=C2)C(=O)NCC2=[N+](C1=C(N2CC)C=C(C=C1)C(F)(F)F)CC1=CC=CC=C1